5-(1H-imidazol-1-yl)-N-((1r,4r)-4-(trifluoromethyl)cyclohexyl)-1H-pyrazolo[3,4-c]pyridine-7-carboxamide N1(C=NC=C1)C=1C=C2C(=C(N1)C(=O)NC1CCC(CC1)C(F)(F)F)NN=C2